C(C)(C)(C)OC(=O)N1CC2(CNC[C@@H]3COCCN32)C1 (R)-hexahydro-1'H-spiro[azetidine-3,6'-pyrazino[2,1-c][1,4]oxazine]-1-carboxylic acid tert-butyl ester